1-(2-hydroxy-3,4-di(methoxymethoxy)phenyl)prop-2-en-1-one OC1=C(C=CC(=C1OCOC)OCOC)C(C=C)=O